FC([C@H](CC1=NC=CC=C1)N)(F)F (2S)-1,1,1-trifluoro-3-(2-pyridyl)propan-2-amine